(Ethyl Acetate) Ethyl-acetate C(C)OC(C)=O.C(C)CC(=O)O